FC(C1=CC=C(C=C1)[C@H]1C[C@H](C1)OC=1N=CC(=NC1)C1=CC(=NO1)O)(F)F 5-[5-({cis-3-[4-(trifluoromethyl)phenyl]cyclobutyl}oxy)pyrazin-2-yl]isoxazol-3-ol